COC1=C(C=CC(=C1)OC)CN (2,4-dimethoxyphenyl)methyl-amine